ClC1=CC=C(C=C1)C1=C(CCC(C1)(C)C)CN1CCNCC1 1-((2-(4-Chlorophenyl)-4,4-Dimethylcyclohex-1-Enyl)Methyl)Piperazine